C1(=CC=CC=C1)C1=[NH+]C=CC=C1 2-phenylpyridinium